NC1=C(C=C(C=C1)CC(C)O)N 1-amino-4-β-hydroxypropyl-aminobenzene